ClC1=C2C(=C(C(=NC2=C(C=C1)Cl)S(=O)C=1C=NC=NC1)C(C)=O)OC1=CC=C(C=C1)S(F)(F)(F)(F)F 1-(5,8-dichloro-4-(4-(pentafluoro-lambda6-sulfanyl)phenoxy)-2-(pyrimidin-5-ylsulfinyl)quinolin-3-yl)ethan-1-one